CC1NC=2C3=C(N(C(C2CC1)=O)C)C=CC(=C3)[N+](=O)[O-] 2,6-dimethyl-9-nitro-2,3,4,6-tetrahydrobenzo[H][1,6]naphthyridin-5(1H)-one